N1(CCOCC1)C1=CC=C(C(=O)C(CC)(N(C)C)CC2=CC=CC=C2)C=C1 (4-morpholinyl-benzoyl)-1-benzyl-1-dimethylamino-propane